4-Fluoro-N-((S)-1-((R)-3-hydroxypyrrolidin-1-yl)-3-methylbutan-2-yl)-N,3-dimethylbenzamide FC1=C(C=C(C(=O)N(C)[C@H](CN2C[C@@H](CC2)O)C(C)C)C=C1)C